4-(4-(2-oxa-6-azabicyclo[5.1.0]octan-6-yl)-8-fluoro-2-((1-(morpholinomethyl)cyclopropyl)methoxy)pyrido[4,3-d]pyrimidin-7-yl)-5-ethynyl-6-fluoronaphthalen-2-ol C12OCCCN(C2C1)C=1C2=C(N=C(N1)OCC1(CC1)CN1CCOCC1)C(=C(N=C2)C2=CC(=CC1=CC=C(C(=C21)C#C)F)O)F